O[C@H]1CC[C@H]2CN([C@@H]12)C(=O)OC(C)(C)C tert-butyl (1S,4S,5R)-4-hydroxy-6-azabicyclo[3.2.0]heptane-6-carboxylate